7-(1-Methylpiperidin-4-yl)-N-phenethyl-3,4-dihydroquinoline-1(2H)-carboxamide CN1CCC(CC1)C1=CC=C2CCCN(C2=C1)C(=O)NCCC1=CC=CC=C1